C(#N)C1=CC(=CC2=C1SC(=C2)C=2SC(=C(N2)C)C(=O)O)OCC(C)C (7-cyano-5-isobutoxy-benzo[b]thiophen-2-yl)-4-methylthiazole-5-carboxylic acid